2-((3R,6S)-2-hydroxy-3-(3-(5-phenyl-1,3,4-oxadiazol-2-yl)propanamido)-1,2-oxaborinan-6-yl)acetic acid OB1O[C@@H](CC[C@@H]1NC(CCC=1OC(=NN1)C1=CC=CC=C1)=O)CC(=O)O